C(#N)C(CCC(=O)O)(C)SC(=S)SCCCCCCCCCCCCC 4-cyano-4-(((tridecylthio)thiocarbonyl)thio)pentanoic acid